BrC1=CC(=C(C(=C1)F)NC(=O)C1(CC1)F)C#N 1-fluoro-cyclopropanecarboxylic acid (4-bromo-2-cyano-6-fluoro-phenyl)-amide